(2-amino-6-oxo-1H-purin-9-yl)ethoxymethyl-[3-(16,16,16-trifluorohexadecyloxy)propoxy]phosphinic acid NC=1NC(C=2N=CN(C2N1)CCOCP(O)(=O)OCCCOCCCCCCCCCCCCCCCC(F)(F)F)=O